FC1=CC=C(C=C1)N1N=CC2=CC=C(C=C12)C 1-(4-fluorophenyl)-6-methyl-1H-indazole